7-(2-(6-(trifluoromethyl)imidazo[1,2-a]pyrazin-3-yl)pyrimidin-4-yl)-2,7-diazaspiro[4.4]nonan-3-one FC(C=1N=CC=2N(C1)C(=CN2)C2=NC=CC(=N2)N2CC1(CC(NC1)=O)CC2)(F)F